FC1=C(C(=O)N)C=CC(=C1)C1=C2C=CNC(C2=CC=C1)=O 2-fluoro-4-(1-oxo-1,2-dihydroisoquinolin-5-yl)benzamide